3-(5-(2-(2H-1,2,3-Triazol-2-yl)acetyl)-2-isopropoxyphenyl)-2-((4-(2-((2-(trifluoromethyl)pyrimidin-5-yl)oxy)acetyl)piperazin-1-yl)methyl)quinazolin-4(3H)-one N=1N(N=CC1)CC(=O)C=1C=CC(=C(C1)N1C(=NC2=CC=CC=C2C1=O)CN1CCN(CC1)C(COC=1C=NC(=NC1)C(F)(F)F)=O)OC(C)C